5-(3,4-dichlorophenyl)methylhydantoin ClC=1C=C(C=CC1Cl)CC1C(NC(N1)=O)=O